pyridazine-3-carboximidamide N1=NC(=CC=C1)C(N)=N